BrC=1C(=NC(=NC1)Cl)NCC1=CC(=C(C=C1)C=1N(C=C(N1)C(F)(F)F)C)F 5-bromo-2-chloro-N-(3-fluoro-4-(1-methyl-4-(trifluoromethyl)-1H-imidazol-2-yl)benzyl)pyrimidin-4-amine